[(7R,9aR)-7-(3-chloro-4-fluorophenyl)-1,3,4,6,7,8,9,9a-octahydropyrido[1,2-a]pyrazin-2-yl]-[2-chloro-3-(difluoromethoxy)phenyl]methanone ClC=1C=C(C=CC1F)[C@H]1CC[C@H]2N(CCN(C2)C(=O)C2=C(C(=CC=C2)OC(F)F)Cl)C1